Cl.N[C@H]1[C@@H](COCC1)O (3S,4R)-4-aminotetrahydro-2H-pyran-3-ol hydrochloride